NC=1N=CC(=NC1OC(C)C1=C(C(=CC=C1Cl)F)Cl)C=1C=C(C=NC1)C(=O)N1CCN(CC1)C (5-{5-amino-6-[1-(2,6-dichloro-3-fluoro-phenyl)-ethoxy]-pyrazin-2-yl}-pyridin-3-yl)-(4-methyl-piperazin-1-yl)-methanone